2-(3-fluoropyrrolidin-1-yl)-N-((2-(trifluoromethyl)pyridin-3-yl)methyl)pyrido[2,3-d]pyrimidin-4-amine FC1CN(CC1)C=1N=C(C2=C(N1)N=CC=C2)NCC=2C(=NC=CC2)C(F)(F)F